CS(=O)(=O)OC(CN(C)C(=O)OC(C)(C)C)C [2-[tert-butoxycarbonyl(methyl)amino]-1-methyl-ethyl] methanesulfonate